sodium citrate, potassium salt [K+].C(CC(O)(C(=O)O)CC(=O)[O-])(=O)[O-].[Na+]